1-[2-(2,6-dioxopiperidin-3-yl)-1-oxoisoquinolin-6-yl]Piperidine-4-carbaldehyde O=C1NC(CCC1N1C(C2=CC=C(C=C2C=C1)N1CCC(CC1)C=O)=O)=O